[N+](=O)([O-])C=C(N)N 2-nitro-1,1-ethenediamine